C(C)(C)(C)OC(=O)N1C[C@@H]([C@H](CC1)C=1SC(=C(C1)C(N)=O)N)F (3R,4S)-4-(5-amino-4-carbamoyl-2-thienyl)-3-fluoro-piperidine-1-carboxylic acid tert-butyl ester